(4-amino-3,5-difluorophenyl)(8-(4-amino-6-(difluoromethyl)-2-(methoxymethyl)-1-methyl-1H-benzo[d]imidazol-5-yl)indolizin-3-yl)methanone NC1=C(C=C(C=C1F)C(=O)C1=CC=C2C(=CC=CN12)C1=C(C2=C(N(C(=N2)COC)C)C=C1C(F)F)N)F